tert-butyl (3S,4S)-3-ethyl-4-{(1E)-N-[(R)-2-methylpropane-2-sulfinyl]ethaneimidoyl}piperidine-1-carboxylate C(C)[C@@H]1CN(CC[C@@H]1\C(\C)=N\[S@](=O)C(C)(C)C)C(=O)OC(C)(C)C